4-(4-vinylbenzyl-methoxy)quinoline-2-formaldehyde C(=C)C1=CC=C(CCOC2=CC(=NC3=CC=CC=C23)C=O)C=C1